6-(4-hydroxybutoxy)hexanoic acid OCCCCOCCCCCC(=O)O